C(C([2H])([2H])[2H])(C1=NN2C(C=C(C(=C2)F)N2CCN(CC2)CC(=O)N2CC(C2)O)=C1N(C=1SC(=C(N1)C1=CC=C(C=C1)F)C#N)C([2H])([2H])[2H])([2H])[2H] 2-((2-(ethyl-d5)-6-fluoro-5-(4-(2-(3-hydroxyazetidin-1-yl)-2-oxoethyl)piperazine-1-yl)pyrazolo[1,5-a]pyridin-3-yl)(methyl-d3)amino)-4-(4-fluorophenyl)thiazole-5-carbonitrile